5-(1-(trifluoro-methyl)cyclopropyl)isoxazol-3-amine FC(C1(CC1)C1=CC(=NO1)N)(F)F